6-(2,6-dichloro-4-(6-cyano-3,5-dioxo-4,5-dihydro-1,2,4-triazin-2(3H)-yl)-phenoxy)-4,4-dimethyl-1,3,4,9-tetrahydropyrano[3,4-b]indole-5-carbonitrile ClC1=C(OC2=C(C=3C4=C(NC3C=C2)COCC4(C)C)C#N)C(=CC(=C1)N1N=C(C(NC1=O)=O)C#N)Cl